Cl.NCCOC1=C(C=NN1C)C(=O)OCC Ethyl 5-(2-aminoethoxy)-1-methyl-1H-pyrazole-4-carboxylate hydrochloride